2-[3-(HYDROXYMETHYL)PHENOXY]ACETALDEHYDE OCC=1C=C(OCC=O)C=CC1